N[C@H]1[C@H]2CC[C@@H](C1)N2C=2N(C(C1=C(N2)NC=C1C1=C(C2=C(N=CS2)C=C1)Cl)=O)C 2-((1R,2R,4S)-2-amino-7-azabicyclo[2.2.1]heptan-7-yl)-5-(7-chlorobenzo[d]thiazol-6-yl)-3-methyl-3,7-dihydro-4H-pyrrolo[2,3-d]pyrimidin-4-one